N-[2-(4-chlorophenyl)ethyl]-6,7-dimethoxy-1,2,3,4-tetrahydroisoquinoline-2-carboxamide ClC1=CC=C(C=C1)CCNC(=O)N1CC2=CC(=C(C=C2CC1)OC)OC